(2-((3,3-difluorocyclobutyl)amino)-5-methylpyrimidin-4-yl)-1H-imidazole-4-carboxylic acid FC1(CC(C1)NC1=NC=C(C(=N1)N1C=NC(=C1)C(=O)O)C)F